2-((1r,2s)-2-aminocycloheptyl)-3,5-dichloro-N-(thiophen-2-ylmethyl)thieno[3,2-b]pyridin-7-amine N[C@@H]1[C@@H](CCCCC1)C1=C(C2=NC(=CC(=C2S1)NCC=1SC=CC1)Cl)Cl